C(=C)S(=O)(=O)N1CCNCC1 4-(vinylsulfonyl)piperazine